2-phenyl-3-hydroxyquinolin-4-one C1(=CC=CC=C1)C1=NC2=CC=CC=C2C(C1O)=O